C(CCC)C1=NN(C(N1CC1=CC(=C(C=C1)C=1C(=CC=CC1)S(=O)(=O)NC1=NOC(=C1C)C)COCC)=O)C1=CC(=CC=C1)Cl 4'-((3-butyl-1-(3-chlorophenyl)-5-oxo-1,5-dihydro-4H-1,2,4-triazol-4-yl)methyl)-N-(4,5-dimethylisoxazol-3-yl)-2'-(ethoxymethyl)-[1,1'-biphenyl]-2-sulfonamide